BrC1=CC=CC2=C1N=C(O2)[C@H]2N(CCC1=C2N=CN1)C(=O)C1=C(N=C(O1)C(C)(C)O)C(F)F (S)-(4-(4-bromobenzo[d]oxazol-2-yl)-6,7-dihydro-1H-imidazo[4,5-c]pyridin-5(4H)-yl)(4-(difluoromethyl)-2-(2-hydroxypropan-2-yl)oxazol-5-yl)methanone